C(C)C1=CC=C(C=C1)CCC=CC=1C=CC\2=C(OCC/C=N2)C1 (E)-8-(4-(4-ethylphenyl)but-1-en-1-yl)-2,3-dihydrobenzo[b][1,4]oxazepin